FC=1C=C(C(=NC1)C=1C=C(SC1C)C(=O)O)OCC1=CC(=CC(=C1)S(=O)(=O)C)F 4-{5-fluoro-3-[(3-fluoro-5-methanesulfonylphenyl)methoxy]pyridin-2-yl}-5-methylthiophene-2-carboxylic acid